OC1CC(CCC1)NCCCCCCCC(=O)OCCCCCCCCC Nonyl 8-((3-hydroxycyclohexyl)amino)octanoate